CN1C2=C(OCC(C1=O)NC(=O)C1=NOC(=C1)C1(CC1)C1=CC=CC=C1)C=CC=C2 N-(5-methyl-4-oxo-2,3,4,5-tetrahydrobenzo[b][1,4]oxazepin-3-yl)-5-(1-phenylcyclopropyl)isoxazole-3-carboxamide